tert-butyl (R)-4-(2-methoxypropanamido)-4-(pyridin-2-ylmethyl)piperidine-1-carboxylate CO[C@@H](C(=O)NC1(CCN(CC1)C(=O)OC(C)(C)C)CC1=NC=CC=C1)C